CC1C2(C(C3(CCC2C(CC1)C3)C)(C)C)O tetramethyltricyclo[5.3.1.03,8]undecan-3-ol